C(C)(C)SC1=NC=C(C=C1)Br 2-isopropylthio-5-bromopyridine